3,3'-(propane-2,2-diyl)diphenol CC(C)(C=1C=C(C=CC1)O)C=1C=C(C=CC1)O